CC1=CC=C(C=C1)C(=C)CBr 2-(4-methylphenyl)-3-bromo-1-propene